O1CCOC2=C1C=CC=C2 2,3-dihydrobenzo[1,4]dioxine